2-{[(1S)-1-{4-[4-(piperazin-1-yl)tetrahydro-2H-pyran-4-yl]phenyl}ethyl]amino}-8-(propan-2-yl)pyrido[2,3-d]pyrimidin-7(8H)-one N1(CCNCC1)C1(CCOCC1)C1=CC=C(C=C1)[C@H](C)NC=1N=CC2=C(N1)N(C(C=C2)=O)C(C)C